CN(C(/C=C/CC[C@@H](C(=O)NC=1C(N(C=CC1)CC1=CC=2C(=C(N=CC2F)C=C(C)C)N1)=O)NC(OC)=O)=O)C methyl (S,E)-(7-(dimethylamino)-1-((1-((4-fluoro-7-(2-methylprop-1-en-1-yl)-1H-pyrrolo[2,3-c]pyridin-2-yl)methyl)-2-oxo-1,2-dihydropyridin-3-yl)amino)-1,7-dioxohept-5-en-2-yl)carbamate